Dimethylethylammonium propanesulfonate C(CC)S(=O)(=O)[O-].C[NH+](CC)C